2-[6-[(2,3-dichlorophenyl)sulfonylamino]-3,3-dimethyl-2-oxo-indol-1-yl]acetic acid methyl ester COC(CN1C(C(C2=CC=C(C=C12)NS(=O)(=O)C1=C(C(=CC=C1)Cl)Cl)(C)C)=O)=O